C(C)(C)(C)OC(=O)N1CCN(CC1)C1=NC=C(C=N1)OC1=NC(=CC(=C1)CO)C1=CC(=C(C(=C1)F)F)Cl 4-(5-((6-(3-chloro-4,5-difluorophenyl)-4-(hydroxymethyl)pyridin-2-yl)oxy)pyrimidin-2-yl)piperazine-1-carboxylic acid tert-butyl ester